C(C1=CC=CC=C1)C=1C=NN(C1)C(=O)N[C@@H]1CCC2=C(N(C1=O)C)C=C(C=C2)N2CC1(C2)CCOCC1 |r| (±)-4-Benzyl-N-(1-methyl-2-oxo-8-(7-oxa-2-azaspiro[3.5]nonan-2-yl)-2,3,4,5-tetrahydro-1H-benzo[b]azepin-3-yl)-1H-pyrazole-1-carboxamid